NC1=NC=CC2=C(C=CC=C12)C=1C=C2[C@@H](CC3(CCN(CC3)CC)C2=CC1)OC1=C(C=CC=C1)CC(=O)OCC (R)-ethyl 2-(2-((5-(1-aminoisoquinolin-5-yl)-1'-ethyl-2,3-dihydrospiro[indene-1,4'-piperidin]-3-yl)oxy)phenyl)acetate